(S,E)-6-(4-chlorobut-2-enoyl)-4-(2-(1-ethyl-3-(trifluoromethyl)-1H-pyrazol-4-yl)phenyl)-4,5,6,7-tetrahydrothieno[2,3-c]pyridine-2-carbonitrile ClC/C=C/C(=O)N1CC2=C([C@@H](C1)C1=C(C=CC=C1)C=1C(=NN(C1)CC)C(F)(F)F)C=C(S2)C#N